2-({4-[2-(4-chloro-2-fluorophenyl)-2-methyl-1,3-benzodioxol-4-yl]piperidin-1-yl}methyl)-1-[2-(methylamino)-2-oxoethyl]-1H-benzimidazole-6-carboxylic acid ClC1=CC(=C(C=C1)C1(OC2=C(O1)C=CC=C2C2CCN(CC2)CC2=NC1=C(N2CC(=O)NC)C=C(C=C1)C(=O)O)C)F